8-Methylthiochroman-4-one CC=1C=CC=C2C(CCSC12)=O